C1(=CC=CC=C1)ON=CC1=C(C(=CC(=C1)C#CC1=CC=C(C=C1)N1CCCC1)F)O 3-fluoro-2-hydroxy-5-((4-(pyrrolidin-1-yl)phenyl)ethynyl)benzaldehyde O-phenyl oxime